2-((((9H-Fluoren-9-yl)methoxy)carbonyl)amino)-3-(3-iodo-4-(methoxymethoxy)phenyl)propionic acid C1=CC=CC=2C3=CC=CC=C3C(C12)COC(=O)NC(C(=O)O)CC1=CC(=C(C=C1)OCOC)I